NCCP(O)(O)=O (2-Aminoethyl)phosphonic acid